N-[2-(benzotriazol-1-yl)-2-oxo-ethyl]carbamic acid benzyl ester C(C1=CC=CC=C1)OC(NCC(=O)N1N=NC2=C1C=CC=C2)=O